FC1=CC=C(C=C1)S(=O)(=O)NC(CN1CC2=C(CC1)SC(=C2)C2=NOC(=N2)C(F)(F)F)=O N-((4-fluorophenyl)sulfonyl)-2-(2-(5-(trifluoromethyl)-1,2,4-oxadiazol-3-yl)-6,7-dihydrothieno[3,2-c]pyridin-5(4H)-yl)acetamide